1-methyl-3-(3-(6-(1-methyl-1H-pyrazol-4-yl)pyrrolo[1,2-b]pyridazin-4-yl)-3,8-diazabicyclo[3.2.1]oct-8-yl)cyclobutane-1-carbonitrile CC1(CC(C1)N1C2CN(CC1CC2)C=2C=1N(N=CC2)C=C(C1)C=1C=NN(C1)C)C#N